CS(=O)(=O)OCCOC1=C(C(=CC=C1)OC)C1=C(C(OC(=C1)C(NC=1SC(=NN1)N1N=CC=C1NC(C)=O)=O)=O)OCCOC 2-[2-(6-{[5-(5-acetamidopyrazol-1-yl)-1,3,4-thiadiazol-2-yl]carbamoyl}-3-(2-methoxyethoxy)-2-oxopyran-4-yl)-3-methoxyphenoxy]ethyl methanesulfonate